rac-(3aR,7aS)-3-(2H-[1,3]dioxolo[4,5-e][1,3]benzothiazol-7-yl)-5-(oxetan-3-yl)octahydro-2H-imidazo[4,5-c]pyridin-2-one O1COC=2C=CC3=C(N=C(S3)N3C(N[C@@H]4[C@H]3CN(CC4)C4COC4)=O)C21 |r|